FC(C=1C=NC=CC1CN1C(=CC=C1)C(=O)O)(F)F 1-((3-(trifluoromethyl)pyridin-4-yl)methyl)-1H-pyrrole-2-carboxylic acid